tert-butyl (3S,4R)-4-amino-3-methyl-piperidine-1-carboxylate N[C@H]1[C@H](CN(CC1)C(=O)OC(C)(C)C)C